sodium potassium sulfate salt S(=O)(=O)([O-])[O-].[K+].[Na+]